5-bromo-2-{5-[methyl(piperidin-4-yl)amino][1,3]thiazolo[5,4-d][1,3]thiazol-2-yl}pyridin-3-ol hydrochloride Cl.BrC=1C=C(C(=NC1)C=1SC=2N=C(SC2N1)N(C1CCNCC1)C)O